C(C)N(CCCC1=C(C=CC(=C1)F)S(=O)(=O)NC1=C(C2=C([C@@H]3[C@H](CO2)OCC3)C=C1)C(=O)O)CC |r| (3aRS,9bRS)-7-[2-(3-diethylaminopropyl)-4-fluorobenzenesulfonyl-amino]-1,3a,4,9b-tetrahydro-2H-furo[2,3-c]benzopyran-6-carboxylic acid